BrC1=CC2=C(N(N=N2)C2=C(C=C(C=C2)F)[N+](=O)[O-])C=C1 5-Bromo-1-(4-fluoro-2-nitrophenyl)-1H-benzotriazole